FC1=C(C=C(C(=C1)F)O)C(=O)N1CC2(C1)CC(C2)C2=CC(=NN2C2=C(C=CC=C2)C)C (2,4-difluoro-5-hydroxyphenyl)(6-(3-methyl-1-(o-tolyl)-1H-pyrazol-5-yl)-2-azaspiro[3.3]hept-2-yl)methanone